5-[(3-Chlorophenyl)amino]benzo[h][1,6]naphthyridine-8-carboxylic acid ClC=1C=C(C=CC1)NC1=C2C=CC=NC2=C2C(=N1)C=C(C=C2)C(=O)O